2-((6-bromo-2-(methylamino)pteridin-7-yl)amino)ethan-1-ol BrC=1N=C2C=NC(=NC2=NC1NCCO)NC